Cl.COC=1C=C2C(=NN(C(C2=CC1OC)=O)C)C=1C=C2CCNCC2=CC1 6,7-dimethoxy-2-methyl-4-(1,2,3,4-tetrahydroisoquinolin-6-yl)phthalazin-1(2H)-one hydrochloride